C(CCCC(=O)OCC(CCCCCCCC)CCCCCC)(=O)OCCC1CCN(CC1)CCO O5-(2-hexyldecyl) O1-[2-[1-(2-hydroxyethyl)-4-piperidinyl] ethyl] glutarate